methyl 2-((1-(3-((3aR,6aS)-hexahydropyrrolo[3,4-c]pyrrol-2(1H)-yl)-2,7-dimethyl-1-oxo-1,2-dihydroisoquinolin-5-yl)ethyl)amino)benzoate C1N(C[C@@H]2[C@H]1CNC2)C=2N(C(C1=CC(=CC(=C1C2)C(C)NC2=C(C(=O)OC)C=CC=C2)C)=O)C